methyl 3-(4-(4-fluorophenoxy) phenyl)-3-oxopropanoate FC1=CC=C(OC2=CC=C(C=C2)C(CC(=O)OC)=O)C=C1